(5-Methyl-4-oxo-4,5-dihydrofuro[3,2-c]pyridin-3-yl)carbamic acid tert-butyl ester C(C)(C)(C)OC(NC1=COC2=C1C(N(C=C2)C)=O)=O